CN(C[C@H](C)OC1=C(C(=O)O)C=C(C(=C1)N1N=C2N(CCCC2)C1=O)F)C 2-{[(2S)-1-(dimethylamino)prop-2-yl]oxy}-5-fluoro-4-(3-oxo-5,6,7,8-tetrahydro[1,2,4]triazolo[4,3-a]pyridin-2(3H)-yl)benzoic acid